C(C)C1(NC(N(C(C1)=O)[C@@H]1CCOC2=CC=C(C=C12)C(=O)N[C@@H]1CC(OC2=CC=C(C=C12)F)(C)C)=N)CC (R)-4-(4,4-diethyl-2-imino-6-oxotetrahydropyrimidin-1(2H)-yl)-N-((R)-6-fluoro-2,2-dimethylchroman-4-yl)chromane-6-carboxamide